5-[4-(aminomethyl)phenyl]-2-methylpyrimidin-4-amine NCC1=CC=C(C=C1)C=1C(=NC(=NC1)C)N